2-aminoacridine NC1=CC2=CC3=CC=CC=C3N=C2C=C1